6-(1-methylcyclopropyl)-2-azaspiro[3.3]Heptane-5-ene-2-carboxylic acid tert-butyl ester C(C)(C)(C)OC(=O)N1CC2(C1)C=C(C2)C2(CC2)C